2,3-difluoro-5-methylbenzoic acid FC1=C(C(=O)O)C=C(C=C1F)C